C(C=C)B1OC(C(O1)(C)C)(C)C 2-allyl-4,4,5,5-tetramethyl-1,3,2-dioxaborolan